FC=1C=C(C=CC1F)C=1C=NC=2N(C1)C=C(N2)COC2=CC=CC=C2 6-(3,4-difluorophenyl)-2-phenoxymethylimidazo[1,2-a]pyrimidine